ClC1=CC(=C(CC2CC3(C2)CN(CC3)C(=O)N3CC2(C3)CC(C2)C2=NN=C(N2)C2CC2)C=C1)S(=O)(=O)C [2-(4-chloro-2-mesyl-benzyl)-6-azaspiro[3.4]octan-6-yl]-[6-(5-cyclopropyl-4H-1,2,4-triazol-3-yl)-2-azaspiro[3.3]heptan-2-yl]methanone